(1R,2S)-4-methylbenzenesulfonic acid CC1=CC=C(C=C1)S(=O)(=O)O